dimethyl (R,E)-2-(2-((tert-butylsulfinyl)imino)ethyl)malonate C(C)(C)(C)[S@@](=O)\N=C\CC(C(=O)OC)C(=O)OC